(2S)-tert-butyl 2-methylpiperazine-1-carboxylate C[C@@H]1N(CCNC1)C(=O)OC(C)(C)C